tert-butyl N-[(1R)-1-[3-(3-fluoro-2-hydroxy-phenyl) phenyl] ethyl]-carbamate FC=1C(=C(C=CC1)C=1C=C(C=CC1)[C@@H](C)NC(OC(C)(C)C)=O)O